C(=O)C=1C(=CC(=C(C1)NC(OC(C)(C)C)=O)OC)[N+](=O)[O-] tert-butyl (5-formyl-2-methoxy-4-nitrophenyl)carbamate